1-[4-[[(2'S,7R)-2-(2,2-difluoroethyl)-2'-methyl-spiro[4,5-dihydrothieno[2,3-c]pyran-7,4'-piperidine]-1'-yl]methyl]triazol-1-yl]propan-2-ol FC(CC1=CC2=C(S1)[C@@]1(C[C@@H](N(CC1)CC=1N=NN(C1)CC(C)O)C)OCC2)F